C(C)(C)(C)[Si](C)(C)OCC(N=C=S)C1=CC(=CC(=C1)F)F tert-butyl(2-(3,5-difluorophenyl)-2-isothiocyanatoethoxy)dimethylsilane